hydroxy-naphthaldehyde OC1=C(C2=CC=CC=C2C=C1)C=O